C(C)(C)(C)OC(=O)N1[C@H](C[C@H](C1)O)C1=CC(=C(C=C1)C=1N=C2SC3=C(N2C1)C=C(C(=C3)C(NC3CCN(CC3)C)=O)OC)F (cis)-2-(3-fluoro-4-(6-methoxy-7-((1-methylpiperidin-4-yl)carbamoyl)benzo[d]imidazo[2,1-b]thiazol-2-yl)phenyl)-4-hydroxypyrrolidine-1-carboxylic acid tert-butyl ester